CNS(=O)=O N-methyl-sulfonamide